NC1=NC=NN2C1=CC=C2[C@H]2[C@@H]([C@@H]([C@@](O2)(CF)COP(=O)(OC2=CC=CC=C2)N[C@@H](C)C(=O)OCCC(C)(C)C)O)O 3,3-dimethylbutyl ((((2R,3S,4R,5S)-5-(4-aminopyrrolo[2,1-f][1,2,4]triazin-7-yl)-2-(fluoromethyl)-3,4-dihydroxytetrahydrofuran-2-yl)methoxy)(phenoxy)phosphoryl)-L-alaninate